2-(6-(4-isopropyl-4H-1,2,4-triazol-3-yl)pyridin-2-yl)-6-methoxy-7-nitroisoquinolin-1(2H)-one C(C)(C)N1C(=NN=C1)C1=CC=CC(=N1)N1C(C2=CC(=C(C=C2C=C1)OC)[N+](=O)[O-])=O